N-(3-(3-pentoxy)propyl)-3-morpholinopropan-1-amine CCC(CC)OCCCNCCCN1CCOCC1